(7S)-4,7,8-trimethyl-2-(((1-((2-methylpyridin-4-yl)methyl)-1H-pyrazol-4-yl)methyl)amino)-7,8-dihydropteridin-6(5H)-one CC1=NC(=NC=2N([C@H](C(NC12)=O)C)C)NCC=1C=NN(C1)CC1=CC(=NC=C1)C